(S)-2-(1-amino-1,3-dihydro-spiro[inden-2,4'-piperidin]-1'-yl)-5-(3-(4-hydroxyphenyl)prop-1-yn-1-yl)-3-methylpyridin-4(3H)-one NC1C2=CC=CC=C2CC12CCN(CC2)C2=NC=C(C([C@H]2C)=O)C#CCC2=CC=C(C=C2)O